1-(2,6-dichlorophenyl)-(S)-1-(methoxymethoxy)-propyl-(S)-carbamate ClC1=C(C(=CC=C1)Cl)[C@](CC)(OCOC)NC([O-])=O